O1COC2=C1C=CC(=C2)CC(=O)N(C2CCN(CC2)[C@H](C)C2=CC=CC1=CC=CC=C21)CC(=O)NCC(=O)NC/C=C/C(=O)OC methyl (R,E)-4-(2-(2-(2-(benzo[d][1,3]dioxol-5-yl)-N-(1-(1-(naphthalen-1-yl)ethyl)piperidin-4-yl)acetamido)acetamido)acetamido)but-2-enoate